FC=1C=C(C=C(C1)F)NC1=NC(=NC(=N1)NC(C)C)C1=NC(=CC(=C1)CO)C(F)(F)F (2-(4-((3,5-difluorophenyl)amino)-6-(isopropylamino)-1,3,5-triazin-2-yl)-6-(trifluoromethyl)pyridin-4-yl)methanol